C(C)(=O)OCC(CBr)(CBr)CBr 3-bromo-2,2-bis(bromomethyl)propanol acetate